tert-Butyl (2R,4R)-4-amino-3,3-difluoro-2-(hydroxymethyl)pyrrolidine-1-carboxylate N[C@H]1C([C@H](N(C1)C(=O)OC(C)(C)C)CO)(F)F